5,18-DiHydroxyEicosapentaenoic Acid OC(=CC=CC(=O)O)C=CC=CC=CCCCCCCC(CC)O